ClC=1C=C(C(=O)NC2=NN(C(=C2)C2=NC3=C(N2)C=CC(=C3)Cl)CC3=CC=C(C=C3)OC)C=CC1OCCO 3-chloro-N-[5-(5-chloro-1H-benzimidazol-2-yl)-1-[(4-methoxyphenyl)methyl]pyrazol-3-yl]-4-(2-hydroxyethoxy)benzamide